ClC(C(=O)N1CCN(CC1)C1=NC=CN=C1NC1=CC=C(C=C1)C(F)(F)F)F 2-chloro-2-fluoro-1-(4-(3-((4-(trifluoromethyl)phenyl)amino)pyrazin-2-yl)piperazin-1-yl)ethan-1-one